N1(C=NC=C1)C1=NC2=CC=CC=C2C(=C1)[C@@H](C)NC(C1=C(C=CC(=C1)OCCN(C)C)C)=O (R)-N-(1-(2-(1H-imidazol-1-yl)quinolin-4-yl)ethyl)-5-(2-(dimethylamino)ethoxy)-2-methylbenzamide